nicotine monoorotate C(C1=CC(=O)NC(=O)N1)(=O)O.N1=CC=CC(=C1)C1N(C)CCC1